N-{[(3S,4R) or (3R,4S)-4-methyl-2-[5-methyl-2-(2H-1,2,3-triazol-2-yl)benzoyl]-2-azabicyclo[3.1.1]heptan-3-yl]methyl}-5-(trifluoromethyl)pyrazin-2-amine C[C@H]1[C@H](N(C2CC1C2)C(C2=C(C=CC(=C2)C)N2N=CC=N2)=O)CNC2=NC=C(N=C2)C(F)(F)F |o1:1,2|